3-fluoro-6-((5-methyl-1H-pyrazol-3-yl)amino)pyridin FC=1C=NC(=CC1)NC1=NNC(=C1)C